4-((5-(imidazo[1,2-b]pyridazin-6-yl)pyrrolo[2,1-f][1,2,4]triazin-2-yl)amino)cyclohexan-1-ol N=1C=CN2N=C(C=CC21)C=2C=CN1N=C(N=CC12)NC1CCC(CC1)O